C(C1=CC=CC=C1)(=O)NC1=CSC2=C1N=CN=C2NCC2=CC=C(C=C2)B(O)O 4-[([7-benzamidothieno[3,2-d]pyrimidin-4-yl]amino)-methyl]phenylboronic acid